8-(1-methylethylidene)bicyclooctane CC(C)=C1CCCCCCC1C1CCCCCCC1